COC(=O)C1=C(SC2=C1C=CC(=C2Cl)O)N(CC2=C(C=CC=C2)C#N)C(C)=O 2-[acetyl-(2-cyanobenzyl)amino]-7-chloro-6-hydroxy-1-benzothiophene-3-carboxylic acid methyl ester